CC1=C(C=C(C=C1)[N+](=O)[O-])S(=O)C1CCCCCC1 (2-methyl-5-nitro-phenyl)sulfinylcycloheptane